ClC=1C(=C2C(=NC1C)CN(C2)C(=O)[C@H]2CN(CC2)C2=NC(=CN=C2)C)C (3-chloro-2,4-dimethyl-5,7-dihydropyrrolo[3,4-b]pyridin-6-yl)-[(3R)-1-(6-methylpyrazin-2-yl)pyrrolidin-3-yl]methanone